Propyl (S)-4-methyl-2-(3-((7-(5-methyl-1,2,4-oxadiazol-3-yl)isoquinolin-1-yl)amino)-6-(methylamino)hexanamido)thiazole-5-carboxylate CC=1N=C(SC1C(=O)OCCC)NC(C[C@H](CCCNC)NC1=NC=CC2=CC=C(C=C12)C1=NOC(=N1)C)=O